(4-(aminomethyl)piperidin-1-yl)(4-((3-(3-chloro-4-ethoxy-2-fluorophenyl)imidazo[1,2-a]pyrazin-8-yl)amino)-2-methylphenyl)methanone formate C(=O)O.NCC1CCN(CC1)C(=O)C1=C(C=C(C=C1)NC=1C=2N(C=CN1)C(=CN2)C2=C(C(=C(C=C2)OCC)Cl)F)C